N-(1-methylindazol-7-yl)-1-{4H,6H,7H,8H-pyrazolo[3,2-c][1,4]oxazepin-3-yl}pyrazole-4-sulfonamide CN1N=CC2=CC=CC(=C12)NS(=O)(=O)C=1C=NN(C1)C=1C=NN2C1COCCC2